(R)-4-Methylbenzenesulfinic acid tert-butyl ester C(C)(C)(C)O[S@@](=O)C1=CC=C(C=C1)C